2-(2,6-dichlorobenzamido)-3-(4-(3-(3,4-dihydro-2H-pyrido[3,2-b][1,4]oxazin-3-yl)propoxy)phenyl)propanoic acid ClC1=C(C(=O)NC(C(=O)O)CC2=CC=C(C=C2)OCCCC2NC3=C(OC2)C=CC=N3)C(=CC=C1)Cl